3-sulfopropyl-4-ethylthiazole bromide salt [Br-].S(=O)(=O)(O)CCCC=1SC=C(N1)CC